ClC1=C(C=CC(=C1)Cl)S(=O)(=O)C(C(=O)O)C(C)C 2-(2,4-dichlorobenzenesulfonyl)-3-methylbutanoic acid